C(=CC1=CC=CC=C1)S(=O)(=O)[O-].[Li+] LITHIUM STYRENESULFONATE